FC(C(=O)O)(F)F.ClC1=C(C(=CC2=CN(N=C12)C1CCOCC1)C(=O)NC1=NC(=CC=C1)C(F)F)OC(C)C 7-Chloro-N-(6-(difluoromethyl)pyridin-2-yl)-6-isopropoxy-2-(tetrahydro-2H-pyran-4-yl)-2H-indazole-5-carboxamide trifluoroacetate